Aluminum-Indium-Gallium-Zinc Oxide [O-2].[Zn+2].[Ga+3].[In+3].[Al+3]